(1R,3S,4R)-N-((S)-(3-chloro-2,6-difluorophenyl)(4-fluoro-bicyclo[2.2.1]hept-1-yl)methyl)-3-hydroxy-4-isopropoxycyclopentane-1-carboxamide ClC=1C(=C(C(=CC1)F)[C@@H](NC(=O)[C@@H]1C[C@@H]([C@@H](C1)OC(C)C)O)C12CCC(CC1)(C2)F)F